C(CCCC)C[SiH](Cl)Cl 1-amyl-methyl-dichlorosilane